C1(CCC1)NC(=O)C1=CC(=C(N1)C(=O)NC)OC(C)C1=CC=CC=C1 N5-cyclobutyl-N2-methyl-3-(1-phenylethoxy)-1H-pyrrole-2,5-dicarboxamide